[K+].B(F)(F)F trifluoroborate potassium(I)